6-acetyl-2-((5-(4-(((tert-butyldimethylsilyl)oxy)methyl)piperidin-1-yl)pyridin-2-yl)amino)-8-cyclopentyl-5-methylpyrido[2,3-d]pyrimidin-7(8H)-one C(C)(=O)C1=C(C2=C(N=C(N=C2)NC2=NC=C(C=C2)N2CCC(CC2)CO[Si](C)(C)C(C)(C)C)N(C1=O)C1CCCC1)C